C(#N)C1=CC=C(C=C1C1=CC=C(C=C1)CN1C(=NC2=C1C(=CC=C2)C(=O)OC)OCC)C2=CC=CC=C2 methyl 1-((6'-cyano-[1,1':3',1''-terphenyl]-4-yl)methyl)-2-ethoxy-1H-benzo[d]imidazole-7-carboxylate